BrC1=C(C=C(C=C1)C(CC(=O)OCC)=O)Cl ethyl 3-(4-bromo-3-chlorophenyl)-3-oxopropanoate